OC1=CC=C(C=C1)SCCOCCSC1=CC=C(C=C1)O 1,5-bis(4-hydroxyphenyl-thio)-3-oxapentane